COC(=O)C1(C(N(C=2C=C3C(NC(=NC3=CC21)C)=O)C)=O)C.C(C=C)(=O)NC2N(C(C1=CC=CC=C21)=O)CC2=CC=C(C=C2)OC acrylamido-2-(4-methoxybenzyl)isoindolone methyl-2,6,8-trimethyl-4,7-dioxo-4,6,7,8-tetrahydro-3H-pyrrolo[2,3-g]quinazoline-8-carboxylate